4-azido-2,3,5,6-tetrafluorobenzyl-amine, hydrochloride Cl.N(=[N+]=[N-])C1=C(C(=C(CN)C(=C1F)F)F)F